(4-(3-isopropyl-2-(1H-pyrazolo[3,4-b]pyridin-4-yl)-1H-indol-5-yl)piperidin-1-yl)(1H-pyrazol-3-yl)methanone C(C)(C)C1=C(NC2=CC=C(C=C12)C1CCN(CC1)C(=O)C1=NNC=C1)C1=C2C(=NC=C1)NN=C2